(R)-4-((2-Chloro-5-(5-(methylsulfonyl)pyrazin-2-yl)pyridin-4-yl)amino)butan-2-ol ClC1=NC=C(C(=C1)NCC[C@@H](C)O)C1=NC=C(N=C1)S(=O)(=O)C